C1(CC1)S(=O)(=O)N[C@@H]1[C@@H](N(CC1(F)F)C(=O)N(C)C)CC=1C(=C(C=CC1)C1=CC(=CC(=C1)C)F)F (2S,3R)-3-[(cyclopropanesulfonyl)amino]-2-[(2,3'-difluoro-5'-methyl[1,1'-biphenyl]-3-yl)methyl]-4,4-difluoro-N,N-dimethyl-pyrrolidine-1-carboxamide